C(C)S(=O)(=O)C=1C(=NC=CC1)C=1OC2=C(N1)C=C(C=C2)S(=O)(=O)C(F)(F)F 2-[3-(ethylsulfonyl)-2-pyridyl]-5-[(trifluoromethyl)sulfonyl]benzoxazole